ClCC(=O)N(CC1C(NCCC1)=O)NC(=O)[C@@H](CC(C)C)NC(OCC1=CC=CC=C1)=O Benzyl N-[(1R)-1-[[(2-chloroacetyl)-[(2-oxo-3-piperidyl)methyl]amino]carbamoyl]-3-methyl-butyl]carbamate